ClC=1C=CC=2C(=C3N(C2C1C=1C(=NN(C1C)C)C)CCCN(C3=O)C=3C=C(C(=O)O)C=C(C3OCCC3=CC=CC=C3)OC)CCCOC3=CC(=C(C(=C3)C)Cl)C 3-[8-Chloro-11-[3-(4-chloro-3,5-dimethyl-phenoxy)propyl]-1-oxo-7-(1,3,5-trimethylpyrazol-4-yl)-4,5-dihydro-3H-[1,4]diazepino[1,2-a]indol-2-yl]-5-methoxy-4-(2-phenylethoxy)benzoic Acid